1-benzyl 2-methyl 5-bromo-4,6,7-trifluoro-1H-indole-1,2-dicarboxylate BrC=1C(=C2C=C(N(C2=C(C1F)F)C(=O)OCC1=CC=CC=C1)C(=O)OC)F